(3ar,5s,6r,6ar)-6-bromo-5-(4-fluoro-3-(5-fluoropyrimidin-2-yl)benzyl)-2-oxohexahydro-2H-cyclopenta[d]Oxazole-5-carboxylic acid methyl ester COC(=O)[C@]1([C@H]([C@H]2[C@H](NC(O2)=O)C1)Br)CC1=CC(=C(C=C1)F)C1=NC=C(C=N1)F